O[C@@H](CNC(=O)C1CNCC1)[C@H]([C@@H]([C@@H](CO)O)O)O N-[(2S,3r,4r,5r)-2,3,4,5,6-pentahydroxyhexyl]pyrrolidine-3-carboxamide